6-(3,5-Difluoro-4-((4-(pyrrolidin-1-yl)piperidin-1-yl)methyl)phenyl)-1,4-dimethyl-2-(4-(methylsulfonyl)phenyl)-1H-benzo[d]imidazol FC=1C=C(C=C(C1CN1CCC(CC1)N1CCCC1)F)C=1C=C(C2=C(N(C(=N2)C2=CC=C(C=C2)S(=O)(=O)C)C)C1)C